O1CCCC1 Oxacyclopentan